C(C)(=O)N1[C@H]([C@@H]([C@H](C2=CC(=CC=C12)N1CCN(CC1)C(=O)OC(C)(C)C)N)C)CC |r| rac-tert-Butyl 4-((2S,3R,4R)-1-acetyl-4-amino-2-ethyl-3-methyl-1,2,3,4-tetrahydroquinolin-6-yl)piperazine-1-carboxylate